2-phenyl-1-(2-(piperazin-1-yl)-7,8-dihydropyrido[4,3-d]pyrimidin-6(5H)-yl)ethan-1-one C1(=CC=CC=C1)CC(=O)N1CC2=C(N=C(N=C2)N2CCNCC2)CC1